butane nickel bromide [Ni](Br)Br.CCCC